(7-(2-(4-(6-Fluorobenzo[b]thiophen-4-yl)piperazin-1-yl)ethyl)-2-oxo-3,4-dihydroquinolin-1(2H)-yl)methyl 2-methylheptanoate CC(C(=O)OCN1C(CCC2=CC=C(C=C12)CCN1CCN(CC1)C1=CC(=CC=2SC=CC21)F)=O)CCCCC